1-[5-(methoxymethyl)-1-[4-(trifluoromethoxy)phenyl]pyrazol-3-yl]piperazine COCC1=CC(=NN1C1=CC=C(C=C1)OC(F)(F)F)N1CCNCC1